ClC1=NC=2N(C3=C1CCN3)N=CC2C(=O)N(C(=O)OC(C)(C)C)C[C@@H](C)OCC=2C=C(C(=NC2)OC)N (R)-5-chloro-N-(2-((2-methoxy-3-aminopyridin-5-yl)methoxy)propyl)-N-Boc-7,8-dihydro-6H-pyrazolo[1,5-a]pyrrolo[3,2-e]pyrimidine-3-carboxamide